(piperidin-1-yl)butan-2-ol N1(CCCCC1)CC(CC)O